OC=1C=C2CC[C@@H]([C@@H](C2=CC1)C1=CC=C(OCCCNC(C2=CC(=NC=C2)N2CC3(CC2)CN(CC3)C3=CC=CC=C3)=O)C=C1)C1=CC=CC=C1 N-(3-(4-((1R,2S)-6-hydroxy-2-phenyl-1,2,3,4-tetrahydronaphthalen-1-yl)phenoxy)propyl)-2-(7-phenyl-2,7-diazaspiro[4.4]nonan-2-yl)isonicotinamide